N2-(2-(difluoromethoxy)-6-((2S,6R)-2,6-dimethylmorpholino)pyridin-3-yl)spiro[3.3]heptane-2,6-diamine FC(OC1=NC(=CC=C1NC1CC2(C1)CC(C2)N)N2C[C@@H](O[C@@H](C2)C)C)F